COC(=O)C=1C=C2C(=NC1N1[C@H]3CO[C@@H](C1)C3)COC2.CN(C(C(C)(C)C)=O)C=2C=NC(=CC2)C(C)C=CC2=CC=CC=C2 N-methyl-N-(6-(4-phenylbut-3-en-2-yl)pyridin-3-yl)pivalamide methyl-2-[(1R,4R)-2-oxa-5-azabicyclo[2.2.1]heptan-5-yl]-5,7-dihydrofuro[3,4-b]pyridine-3-carboxylate